1-(2-(1-methyl-1H-imidazo[1,2-b]pyrazole-7-carbonyl)-2-azaspiro[3.3]heptan-6-yl)-3-(2-(2-morpholinoethoxy)-5-(trifluoromethyl)phenyl)urea CN1C=CN2N=CC(=C21)C(=O)N2CC1(C2)CC(C1)NC(=O)NC1=C(C=CC(=C1)C(F)(F)F)OCCN1CCOCC1